(11S,13S,17S)-4,11-dihydroxy-N,N,1,13-tetramethyl-7,8,9,11,12,13,14,15,16,17-decahydro-6H-cyclopenta[a]phenanthrene-17-carboxamide OC1=CC=C(C=2C3[C@H](C[C@@]4([C@H](CCC4C3CCC12)C(=O)N(C)C)C)O)C